cyclopropyl-4-((3-((4,4-difluorocyclohexyl)oxy)-5-(5-oxo-4,5-dihydro-1,2,4-oxadiazol-3-yl)phenyl)amino)-7-(2,4-dimethoxypyrimidin-5-yl)-5-fluoroquinoline-3-sulfonamide C1(CC1)C1=NC2=CC(=CC(=C2C(=C1S(=O)(=O)N)NC1=CC(=CC(=C1)C1=NOC(N1)=O)OC1CCC(CC1)(F)F)F)C=1C(=NC(=NC1)OC)OC